[Co](O)O.[Ag] silver-cobalt hydroxide